FC1=NC=C(C=N1)C(C)C 2-(2-fluoropyrimidin-5-yl)propan